FC(C1=NC(=NO1)C=1C=CC(=NC1)N1CC2(CN(C2)C(=O)OC(C)(C)C)C1)(F)F tert-butyl 6-(5-(5-(trifluoromethyl)-1,2,4-oxadiazol-3-yl)pyridin-2-yl)-2,6-diazaspiro[3.3]heptane-2-carboxylate